BrC1=C(C(=C(C=C1)NC(OC(C)(C)C)=O)F)Cl tert-butyl (4-bromo-3-chloro-2-fluorophenyl)carbamate